C(N)(OC(C(F)(F)F)(C)[C@]1(CN(CC1)C(C)(C)C=1C=NC(=CC1)C)CCC=1SC(=CC1)F)=O |o1:9| 1,1,1-trifluoro-2-((R or S)-3-(2-(5-fluorothiophen-2-yl)ethyl)-1-(2-(6-methylpyridin-3-yl)propan-2-yl)pyrrolidin-3-yl)propan-2-yl carbamate